CC1=NC2=CC=C(C=C2C(N1)=O)C(F)(F)F 2-methyl-6-(trifluoromethyl)quinazolin-4(3H)-one